N,N-dimethyl-1H-1,2,4-triazol-3-amine CN(C1=NNC=N1)C